(E)-3-(1-(3-nitro-1H-indol-1-yl)cyclopropyl)-1-(p-tolyl)prop-2-en-1-one [N+](=O)([O-])C1=CN(C2=CC=CC=C12)C1(CC1)/C=C/C(=O)C1=CC=C(C=C1)C